5-bromo-3,4-dimethyl-1,2,3,4-tetrahydroquinoline BrC1=C2C(C(CNC2=CC=C1)C)C